5-((tert-butoxycarbonyl)(methyl)amino)pentanoic acid C(C)(C)(C)OC(=O)N(CCCCC(=O)O)C